N(=NC(C(=O)N)C)C(C(=O)N)C 2,2'-azobispropionamide